((R)-1-(((2R,3S,4R,5R)-5-(6-chloro-4-(cyclopentylamino)-1H-pyrazolo[3,4-d]pyrimidin-1-yl)-3,4-dihydroxytetrahydrofuran-2-yl)methoxy)-2-methoxyethyl)phosphonic acid ClC1=NC(=C2C(=N1)N(N=C2)[C@H]2[C@@H]([C@@H]([C@H](O2)CO[C@@H](COC)P(O)(O)=O)O)O)NC2CCCC2